ethyl 2-nitroacetate [N+](=O)([O-])CC(=O)OCC